N,N-diethyl-3-{5-[2-methoxy-4-(trifluoromethyl)phenyl]-1,3-oxazol-2-yl}benzamide C(C)N(C(C1=CC(=CC=C1)C=1OC(=CN1)C1=C(C=C(C=C1)C(F)(F)F)OC)=O)CC